N(C1=CC=CC=C1)[Zn]C1=NC=CC=C1 anilinopyridyl-zinc